5-(4-Chloro-3-fluoro-5-{[(1S)-1-(piperidin-4-yl)propyl]amino}phenyl)-1,3,4-oxadiazol-2(3H)-one ClC1=C(C=C(C=C1N[C@@H](CC)C1CCNCC1)C1=NNC(O1)=O)F